[N+](=O)([O-])C=1C=CC(=NC1)CCCC(=O)N 4-(5-nitropyridine-2-yl)butanamide